tetra-aminosilane N[Si](N)(N)N